C(C=C)(=O)O.C(=C)C1C(=O)NCCCC1 vinylcaprolactam acrylate